CC1=CC=CC(=N1)C1=NC=CC(=N1)NC1=NC(=NC=C1)NC1=CC=C(C=C1)C1NCCOC1 N4-[2-(6-methyl-2-pyridyl)pyrimidin-4-yl]-N2-(4-morpholin-3-ylphenyl)pyrimidine-2,4-diamine